COCOC=1C(=CC2=CN(N=C2C1C)C)C1=NC2=CC=C(C=C2C=N1)N1C[C@H](N([C@H](C1)C)C(=O)OC(C)(C)C)C tert-butyl (2R,6S)-4-{2-[6-(methoxymethoxy)-2,7-dimethylindazol-5-yl]quinazolin-6-yl}-2,6-dimethylpiperazine-1-carboxylate